N-(8-fluoro-6-oxo-1,4,5,6-tetrahydro-2H-pyrano[3,4-c]isoquinolin-1-yl)-N,4-dimethyl-1H-indole-2-carboxamide FC=1C=CC=2C3=C(NC(C2C1)=O)COCC3N(C(=O)C=3NC1=CC=CC(=C1C3)C)C